C(C)(C)(C)OC(=O)O[C@@H]1[C@H]([C@H](N(C1)C(=O)OC(C)(C)C)CC1=CC=C(C=C1)OC(F)(F)F)OC(=O)OC1=CC=C(C=C1)[N+](=O)[O-] tert-butyl (2R,3S,4S)-4-((tert-butoxycarbonyl)oxy)-3-(((4-nitrophenoxy)carbonyl)oxy)-2-(4-(trifluoromethoxy)benzyl)pyrrolidine-1-carboxylate